OC=1C=C(CCN)C=CC1 3-hydroxyphenethylamine